3-(2,6-difluoro-4-((S)-3-(piperazin-1-yl)pyrrolidin-1-yl)phenyl)piperidine-2,6-dione FC1=C(C(=CC(=C1)N1C[C@H](CC1)N1CCNCC1)F)C1C(NC(CC1)=O)=O